C1(CC1)[C@H](C(C)(C)OC)N1C(C2=C(C=CC=C2C1)C1=CC=C(C=C1)C=1OC(=NN1)C)=O (R)-2-(1-cyclopropyl-2-methoxy-2-methylpropyl)-7-(4-(5-methyl-1,3,4-oxadiazol-2-yl)phenyl)isoindolin-1-one